The molecule is an iminium ion obtained by protonation of the imino group of pararosaniline free base. It is a conjugate acid of a pararosaniline free base. C1=CC(=[NH2+])C=CC1=C(C2=CC=C(C=C2)N)C3=CC=C(C=C3)N